1-amino-3-(hexyloxy)-4-oxo-1,4-dihydropyridine-2-carboxylic acid ethyl ester C(C)OC(=O)C=1N(C=CC(C1OCCCCCC)=O)N